BrC=1C=NN2C1N=CN=C2 8-bromopyrazolo[1,5-a][1,3,5]triazin